methyl 1-(5-(2,4-dioxotetrahydropyrimidin-1(2H)-yl)pyridin-2-yl)-3,3-difluoropiperidine-4-carboxylate O=C1N(CCC(N1)=O)C=1C=CC(=NC1)N1CC(C(CC1)C(=O)OC)(F)F